OC1=CC=C(C2=C1OC1(CCSCC1)O2)C(C)=O 1-(7-hydroxyspiro[1,3-benzodioxol-2,4'-tetrahydrothiopyran]-4-yl)ethanone